C(C1=CC=CC=C1)OC1=NC(=CC=C1C1=NN(C2=C(C=CC=C12)N1CCC(CC1)C=1N=C(N2C1CN(CC2)C(=O)OC(C)(C)C)C)C)OCC2=CC=CC=C2 tert-butyl 1-(1-(3-(2,6-bis(benzyloxy)pyridin-3-yl)-1-methyl-1H-indazol-7-yl)piperidin-4-yl)-3-methyl-5,6-dihydroimidazo[1,5-a]pyrazine-7(8H)-carboxylate